4-((4-(ethoxymethyl)-4-phenethyl-piperidin-1-yl)methyl)benzoic acid C(C)OCC1(CCN(CC1)CC1=CC=C(C(=O)O)C=C1)CCC1=CC=CC=C1